BrC=1C=CC2=C(C1)C(OC1=CN=CC=C12)C 8-bromo-6-methyl-6H-isochromeno[3,4-c]pyridine